C(C(=O)O)(=O)[O-].S(=O)(=O)(O)O.[Na+] sodium sulfate oxalate